[2-[[6-[(1R)-1-hydroxyethyl]-8-piperidin-1-ylpyridino[3,4-d]pyrimidin-2-yl]amino]-7,8-dihydro-5H-1,6-naphthyridin-6-yl]-[(3S)-pyrrolidin-3-yl]methanone O[C@H](C)C1=CC2=C(N=C(N=C2)NC2=NC=3CCN(CC3C=C2)C(=O)[C@@H]2CNCC2)C(=N1)N1CCCCC1